FC=1C2=C(C=C(C1)C1=CN=NC(=C1)OC)COC1=NC(=CC=C12)NC1C[C@H]2CC[C@@H](C1)N2C(=O)OC(C)(C)C tert-butyl (1R,3S,5S)-3-{[10-fluoro-8-(6-methoxypyridazin-4-yl)-6H-isochromeno[3,4-b]pyridin-3-yl]amino}-8-azabicyclo[3.2.1]octane-8-carboxylate